N-(4-(1-methoxyethyl)-6-(trifluoromethyl)-1,5-naphthyridin-3-yl)-N'-(6-(2H-1,2,3-triazol-2-yl)-5-(trifluoromethyl)pyridin-3-yl)urea COC(C)C1=C(C=NC2=CC=C(N=C12)C(F)(F)F)NC(=O)NC=1C=NC(=C(C1)C(F)(F)F)N1N=CC=N1